N-(3-(2-(2H-Tetrazol-5-yl)ethyl)phenyl)-4-((2-methyl-4-(6-methylpyridin-2-yl)thiazol-5-yl)oxy)pyridin-2-amine N=1NN=NC1CCC=1C=C(C=CC1)NC1=NC=CC(=C1)OC1=C(N=C(S1)C)C1=NC(=CC=C1)C